NC1=C(C=C(C(=C1)Br)OC)SCC(C(=O)O)(CCCC)C 2-(((2-amino-4-bromo-5-methoxyphenyl)thio)methyl)-2-methylhexanoic acid